(2S,4S)-(9H-fluoren-9-yl)methyl-4-cyclohexyl-2-(((S)-1-methoxy-1-oxo-3-((S)-2-oxopyrrolidin-3-yl)propan-2-yl)carbamoyl)pyrrolidine-1-carboxylate C1=CC=CC=2C3=CC=CC=C3C(C12)COC(=O)N1[C@@H](C[C@H](C1)C1CCCCC1)C(N[C@H](C(=O)OC)C[C@H]1C(NCC1)=O)=O